C(CCC)[Si](C1=CC=C(C=C1)P(N(P(C1=CC=C(C=C1)[Si](CCCC)(CCCC)CCCC)C1=C(C=CC=C1)C)C1CCCCC1)C1=CC=C(C=C1)[Si](CCCC)(CCCC)CCCC)(CCCC)CCCC N-(bis(4-(tributylsilyl)phenyl)phosphaneyl)-N-cyclohexyl-1-(o-tolyl)-1-(4-(tributylsilyl)phenyl)phosphanamine